N-(3-methylbutan-2-yl)cyclohexane-1,4-diamine CC(C(C)NC1CCC(CC1)N)C